9-(4-(fluoro(1-(3-fluoropropyl)azetidin-3-yl)methyl)phenyl)-8-(4-fluoro-2-methylphenyl)-6,7-dihydro-5H-benzo[7]annulene-3-carboxylic acid FC(C1=CC=C(C=C1)C1=C(CCCC2=C1C=CC(=C2)C(=O)O)C2=C(C=C(C=C2)F)C)C2CN(C2)CCCF